C(C)(C)(CC)C1=CC2=CC3=CC=CC=C3C=C2C=C1 2-tertiary amyl-anthracene